(2-hydroxyethyl)methacrylate OCCOC(C(=C)C)=O